Cl.C1(CC1)C1=C(C(=NO1)C1=NN(C2=NC=NC(=C21)N)C2(CC2)C)C2=NC=C(C=N2)C2CCNCC2 3-[5-cyclopropyl-4-[5-(4-piperidyl)pyrimidin-2-yl]isoxazol-3-yl]-1-(1-methylcyclopropyl)pyrazolo[3,4-d]pyrimidin-4-amine hydrochloride